6-(4-fluorophenyl)-N-[(6-methylpyridazin-3-yl)methyl]-8-(oxetan-3-ylmethoxy)quinazolin-4-amine FC1=CC=C(C=C1)C=1C=C2C(=NC=NC2=C(C1)OCC1COC1)NCC=1N=NC(=CC1)C